4-(benzyloxy)-1-butanol C(C1=CC=CC=C1)OCCCCO